methyl (3R)-3-ethyl-5-fluoro-2-[[(1R,4R)-5-methyl-2-oxa-5-azabicyclo[2.2.1]heptan-1-yl]methyl]-3,4-dihydro-1H-isoquinoline-7-carboxylate C(C)[C@H]1N(CC2=CC(=CC(=C2C1)F)C(=O)OC)C[C@]12OC[C@H](N(C1)C)C2